3-chloro-1,1-dideutero-1-propanamine hydrochloride Cl.ClCCC(N)([2H])[2H]